2-(4-cyclopropyl-6-methoxypyrimidin-5-yl)-4-((4-(5-methoxy-3-(trifluoro-methyl)-1H-pyrazol-1-yl)benzyl)amino)-7,8-dihydropyrido[4,3-d]pyrimidine-6(5H)-carbonitrile C1(CC1)C1=NC=NC(=C1C=1N=C(C2=C(N1)CCN(C2)C#N)NCC2=CC=C(C=C2)N2N=C(C=C2OC)C(F)(F)F)OC